BrC1=C(C=NC=C1)OCCN(C(OC(C)(C)C)=O)C tert-butyl {2-[(4-bromopyridin-3-yl)oxy]ethyl}methylcarbamate